COC=1C=C2C(=NCN(C2=CC1OC)C=1N=CN(C1)C1=CC(=C(C(=C1)OC)OC)OC)C(=C)C 6,7-dimethoxy-4-(prop-1-en-2-yl)-N-(1-(3,4,5-trimethoxyphenyl)-1H-imidazol-4-yl)quinazolin